[1,1'-biphenyl]-4-yldimethyl-sulfonium triflate [O-]S(=O)(=O)C(F)(F)F.C1(=CC=C(C=C1)[S+](C)C)C1=CC=CC=C1